tert-Butyl N-[3-[3-[(SR)-[1-[(4aR,8aS)-3-oxo-4,4a,5,7,8,8a-hexahydropyrido[4,3-b][1,4]oxazine-6-carbonyl]-4-piperidyl]-phenyl-methyl]phenyl]prop-2-ynyl]carbamate O=C1N[C@H]2[C@@H](OC1)CCN(C2)C(=O)N2CCC(CC2)[C@H](C=2C=C(C=CC2)C#CCNC(OC(C)(C)C)=O)C2=CC=CC=C2 |&1:19|